CN1CCN(CC1)CCCN1CCN(C2=CC=CC=C12)C=1C=NC=CC1 3-(4-methylpiperazin-1-yl)-1-(4-(pyridin-3-yl)-3,4-dihydroquinoxalin-1(2H)-yl)propan